ClC1=C(C(=O)NC2=C(C=C(C(=O)O)C=C2)OC)C=CC(=C1)F 4-(2-Chloro-4-fluorobenzamido)-3-methoxybenzoic acid